CN(S(=O)(=O)C)C1=NC=CN=C1CNC1=NC(=NC=C1)NC=1C=C2CCNCC2=CC1 N-methyl-N-(3-(((2-((1,2,3,4-tetrahydroisoquinolin-6-yl)amino)pyrimidin-4-yl)amino)methyl)pyrazin-2-yl)methanesulfonamide